Cl.C(#N)C=1C(=C(C=NC1N1CCC(CC1)NC)C1=CC(=C(OCCCCCCC(=O)NO)C=C1)O)C1=CC(=C(C=C1)C#N)F 7-(4-(5-cyano-4-(4-cyano-3-fluorophenyl)-6-(4-(methylamino)piperidin-1-yl)-pyridin-3-yl)-2-hydroxyphenoxy)-N-hydroxyheptanamide hydrochloride